C(C1=CC=CC=C1)OC(=O)N[C@@H]([C@@H](O)C)C(=O)OCC(C1=CC=CC=C1)=O 2-oxo-2-PHENYLETHYL ((BENZYLOXY)CARBONYL)-L-ALLOTHREONINATE